C[C@H]1N(CCOC1)C=1C=C(C=2N(N1)C(=CN2)C2=CC=NN2)C2=C(C=CC=C2)F (R)-3-methyl-4-(8-(2-fluorophenyl)-3-(1H-pyrazol-5-yl)imidazo[1,2-b]pyridazin-6-yl)morpholine